(3Z)-trideca-3,12-dienenitrile C(C\C=C/CCCCCCCC=C)#N